[Si](C)(C)(C(C)(C)C)OC[C@@H]1N(CC[C@@H]1N(S(=O)(=O)C)CC1=CC=C(C=C1)OC)C(=O)OC Methyl (2R,3S)-2-(((tert-butyldimethylsilyl)oxy)methyl)-3-(N-(4-methoxybenzyl)methylsulfonamido)pyrrolidine-1-carboxylate